1λ6,2,5-thiadiazolidine-1,1,3-trione hydrochloride Cl.S1(NC(CN1)=O)(=O)=O